FC1=C(C=CC(=C1C)CNC(C1=C(C=CC=C1)OC)=O)C1=NN2C(NC3=C(CC2)C=CC=C3)=C1C(=O)N 2-(2-fluoro-4-((2-methoxybenzamido)methyl)-3-methylphenyl)-9,10-dihydro-4H-benzo[d]pyrazolo[1,5-a][1,3]diazepine-3-carboxamide